C(C)(=O)NC=1C=C(C=CC1C(NC=1SC(=C(N1)C)[N+](=O)[O-])=O)NCCOCCOCCOCCOCCOCCOCCNCCCONC(C1=C(C(=C(C=C1)F)F)NC1=C(C=C(C=C1)I)F)=O N-((1-((3-acetamido-4-((4-methyl-5-nitrothiazol-2-yl)carbamoyl)phenyl)amino)-3,6,9,12,15,18-hexaoxa-21-azatetracosan-24-yl)oxy)-3,4-difluoro-2-((2-fluoro-4-iodophenyl)amino)benzamide